FC(C=1C=CC2=C(CC(O2)C=2C=C(C=CC2)C2=NC=CC=C2)C1)(F)F 2-(3-(5-(trifluoromethyl)-2,3-dihydrobenzofuran-2-yl)phenyl)pyridine